benzyl (1-methyl-4-(4-(methylsulfonamido)phenyl)-1H-pyrazol-5-yl)carbamate CN1N=CC(=C1NC(OCC1=CC=CC=C1)=O)C1=CC=C(C=C1)NS(=O)(=O)C